2,4-dihydroxyphenylbenzyl ketone C1=CC=C(C=C1)CC(=O)C2=C(C=C(C=C2)O)O